2-(4-bromo-3,6-dimethyl-2-oxo-2,3-dihydro-1H-benzo[d]imidazol-1-yl)-N-(4-fluorophenyl)acetamide BrC1=CC(=CC=2N(C(N(C21)C)=O)CC(=O)NC2=CC=C(C=C2)F)C